OB1OC2=C(CC1)C=CC=C2 2-hydroxy-3,4-dihydro-2H-benzo[e][1,2]oxaborinine